N-(6-(4-amino-5-(3-fluoro-4-((6-methylpyridin-2-yl)oxy)phenyl)-5H-pyrrolo[3,2-d]pyrimidin-6-yl)-5-methoxypyridin-3-yl)-3-(benzenesulfonyl)propylamine NC=1C2=C(N=CN1)C=C(N2C2=CC(=C(C=C2)OC2=NC(=CC=C2)C)F)C2=C(C=C(C=N2)NCCCS(=O)(=O)C2=CC=CC=C2)OC